ClC=1C=C(CN2C[C@H](N(CC2)C(=O)OC=2C=NC=C(C2)C#N)C)C=C(C1)OC1=NC=CC=N1 5-Cyanopyridin-3-yl (R)-4-(3-chloro-5-(pyrimidin-2-yloxy)benzyl)-2-methylpiperazine-1-carboxylate